FC1=NC=CC(=C1)CNC1=CC(=NC=2N1N=C(C2I)C)C N-[(2-fluoropyridin-4-yl)methyl]-3-iodo-2,5-dimethylpyrazolo[1,5-a]pyrimidin-7-amine